nonoxycopper C(CCCCCCCC)O[Cu]